2-(4-aminopiperidin-1-yl)-N-(2-fluoro-6-(1H-pyrazol-1-yl)benzyl)-9-isopropyl-9H-purin-6-amine hydrochloride Cl.NC1CCN(CC1)C1=NC(=C2N=CN(C2=N1)C(C)C)NCC1=C(C=CC=C1N1N=CC=C1)F